BrC1=NN(C(=C1)N)C1=NC=CC=C1Cl 3-bromo-1-(3-chloropyridin-2-yl)-1H-pyrazol-5-amine